7-[(3aS,4R,6R,6aR)-2,2-dimethyl-6-vinyl-4,5,6,6a-tetrahydro-3aH-cyclopenta[d][1,3]dioxol-4-yl]-4-chloro-pyrrolo[2,3-d]pyrimidine CC1(O[C@@H]2[C@H](O1)[C@H](C[C@H]2N2C=CC1=C2N=CN=C1Cl)C=C)C